Benzyl-Diethylentriamin C(C1=CC=CC=C1)NCCNCCN